N(=[N+]=[N-])C(C(=O)OC)=CC1=C(C=C(C=C1)C(F)(F)F)OC methyl 2-azido-3-[2-methoxy-4-(trifluoromethyl)phenyl]prop-2-enoate